C(C)OC1CCC(CC1)NC1=NC=C(C(=N1)N[C@H]1C[C@H](CC1)O)C(=O)N 2-((1r,4R)-4-ethoxycyclohexylamino)-4-((1R,3S)-3-hydroxycyclopentylamino)pyrimidine-5-carboxamide